C(C)(C)N1C(CCC2=CC(=CC=C12)B1OC(C(O1)(C)C)(C)C)=O 1-isopropyl-6-(4,4,5,5-tetramethyl-1,3,2-dioxaborolan-2-yl)-3,4-dihydro-2(1H)-quinolinone